rac-4-chloro-2-(6-(((1S,2S,3R,5R)-2-fluoro-9-azabicyclo[3.3.1]non-3-yl)oxy)pyridazin-3-yl)-5-(1-methyl-1H-pyrazol-4-yl)phenol ClC1=CC(=C(C=C1C=1C=NN(C1)C)O)C=1N=NC(=CC1)O[C@H]1[C@H]([C@@H]2CCC[C@H](C1)N2)F |r|